triethoxythienylsilane C(C)O[Si](C=1SC=CC1)(OCC)OCC